1-[2-(oleoyloxy)ethyl]-2-oleyl-3-(2-hydroxyethyl)imidazoline ammonium chloride [Cl-].[NH4+].C(CCCCCCC\C=C/CCCCCCCC)(=O)OCCN1C(N(CC1)CCO)CCCCCCCC\C=C/CCCCCCCC